NCCNCCNCCC[Si](OC)(OC)OC 3-(2-(2-Aminoethylamino)ethylamino)propyltrimethoxysilan